7-(2-bromoethoxy)-2,3-dihydrobenzofuran BrCCOC1=CC=CC=2CCOC21